(S)-2-Amino-3-[1-(carboxymethyl)indol-3-yl]propanoic acid N[C@H](C(=O)O)CC1=CN(C2=CC=CC=C12)CC(=O)O